Cl.Cl.COC1=C2CCCNC2=NC(=C1)CCCCO[C@H]1CNCC1 (R)-5-methoxy-7-(4-(pyrrolidin-3-yloxy)butyl)-1,2,3,4-tetrahydro-1,8-naphthyridine dihydrochloride